thiazolo[5,4-d]Pyrimidine-7-amine N1=CSC=2N=CN=C(C21)N